N=S1(CCCC=2NC=CC(C21)=O)=O 1-imino-1-oxo-2,3,4,5-tetrahydrothiopyrano[3,2-b]pyridin-8-one